N-ethyl-2-(1H-indol-3-yl)-N-methylethylamine C(C)N(C)CCC1=CNC2=CC=CC=C12